1,1':4',1''-terphenyl-2,4,5,6,2',3',5',6',2'',3'',4'',5'',6'-d13 C=1(C(=CC(=C(C1[2H])[2H])[2H])[2H])C1=C(C(=C(C(C1([2H])[2H])[2H])C1=C(C(=C(C(=C1)[2H])[2H])[2H])[2H])[2H])[2H]